methacryloyloxypropylethyldiethoxysilane C(C(=C)C)(=O)OCCC[Si](OCC)(OCC)CC